(Z)-2-(hydroxyimino)-3-oxo-3-phenylpropionic acid ethyl ester C(C)OC(\C(\C(C1=CC=CC=C1)=O)=N/O)=O